COC1=C(N(C2=NC=CC=C2C1=O)C)C1=CC=C(C=C1)OCCCN1CCCCC1 3-methoxy-1-methyl-2-(4-(3-(piperidin-1-yl)propoxy)phenyl)-1,8-naphthyridin-4(1H)-one